C(C)SC=1C=C(C=NC1C1=NC=C2N1C=CC=C2OCC(C(F)(F)F)(F)F)C(C#N)(C)C 2-[5-ethylsulfanyl-6-[8-(2,2,3,3,3-penta-fluoropropoxy)imidazo[1,5-a]pyridin-3-yl]-3-pyridyl]-2-methyl-propanenitrile